CN1N=CC(=C1)C1=CC=C2C(=N1)NC=C2C=2C=C1N(CCNC1=O)C2 7-(6-(1-methyl-1H-pyrazol-4-yl)-1H-pyrrolo[2,3-b]pyridin-3-yl)-3,4-dihydropyrrolo[1,2-a]pyrazin-1(2H)-one